BrC=1C=NN(C1)CCO[Si](C)(C)C(C)(C)C 4-bromo-1-(2-(tert-butyldimethylsilyloxy)ethyl)pyrazole